C(C)(C)(C)OC(=O)N1CCCC2=C(C=CC=C12)Br.C(C(C)C)[Si](OCCOC)(OCCOC)CC(C)C diisobutyl-bis-(2-methoxyethoxy)silane tert-butyl-5-bromo-3,4-dihydroquinoline-1(2H)-carboxylate